Cl.N1[C@@H](CCC1)C(=O)OC(C)OC(N(CCN(C1=CC=C(C=C1)F)C1=CC(=CC=C1)Br)C(C)=O)=O (2S)-1-((acetyl(2-((3-bromophenyl)(4-fluorophenyl)amino)ethyl)carbamoyl)oxy)ethyl pyrrolidine-2-carboxylate hydrochloride